FC1=C(C=CC=C1C)[C@H]([C@H]1[C@@H]2N(C(C=3N1N=CC(C3O)=O)=O)CCC2)C2=CC(=CC=C2)F (9aR,10S)-10-((R)-(2-Fluoro-3-methylphenyl)(3-fluorophenyl)methyl)-4-hydroxy-8,9,9a,10-tetrahydro-7H-pyrrolo[1',2':4,5]pyrazino[1,2-b]pyridazin-3,5-dion